CC1OCC1N1C(=CC2=C1N=C(N=C2)S(=O)(=O)C)C#N 7-(2-methyloxetan-3-yl)-2-(methylsulfonyl)-7H-pyrrolo[2,3-d]pyrimidine-6-carbonitrile